C(C)(C)OC=1C=CC(=NC1)C=1N=C(SC1)NC1=NC=C(C=C1C(F)(F)F)NC N2-(4-(5-isopropoxypyridin-2-yl)thiazol-2-yl)-N5-methyl-3-(trifluoromethyl)pyridine-2,5-diamine